3-methyl-2-(4-(4-methylpiperazin-1-yl)styryl)benzo[d]thiazol-3-ium iodide [I-].C[N+]1=C(SC2=C1C=CC=C2)C=CC2=CC=C(C=C2)N2CCN(CC2)C